1-(2-Chlorophenyl)-4-(isoxazol-4-ylamino)-7-(trifluoromethyl)pyrido[2,3-d]pyrimidin-2(1H)-one ClC1=C(C=CC=C1)N1C(N=C(C2=C1N=C(C=C2)C(F)(F)F)NC=2C=NOC2)=O